(R)-methyl 3-(triethylsilyl)-2-(((trifluoromethyl)sulfonyl)oxy)cyclohex-1-enecarboxylate C(C)[Si]([C@H]1C(=C(CCC1)C(=O)OC)OS(=O)(=O)C(F)(F)F)(CC)CC